C(C)CC(CC(=O)[O-])=O.C(C)CC(CC(=O)[O-])=O.C(C)CC(CC(=O)[O-])=O.C(C)(C)O[Zr+3] isopropoxyzirconium tris(ethyl acetoacetate)